Glycidyl methacrylate (GLYCIDYL METHACRYLATE) C(C1CO1)C=C(C(=O)O)C.C(C(=C)C)(=O)OCC1CO1